BrC=1C=C(C(=O)N(C)C)C=C(C1C(C)(C)O)C#N 3-bromo-5-cyano-4-(2-hydroxypropan-2-yl)-N,N-dimethylbenzamide